OC=1C=C(C=CC1C(C)C)[OH2+] (3-Hydroxy-4-propan-2-ylphenyl)oxidanium